ClC1=NC=C2N(C(N(C2=N1)C12CCC(CC1)(C2)OC)=O)C 2-chloro-9-(4-methoxybicyclo[2.2.1]heptan-1-yl)-7-methyl-7,9-dihydro-8H-purin-8-one